[(7R,9aR)-7-phenyl-1,3,4,6,7,8,9,9a-octahydropyrido[1,2-a]pyrazin-2-yl]-(4-chloro-1H-pyrrolo[2,3-b]pyridin-5-yl)methanone C1(=CC=CC=C1)[C@H]1CC[C@H]2N(CCN(C2)C(=O)C=2C(=C3C(=NC2)NC=C3)Cl)C1